11-phenyl-12-(4-(9,9-dimethylfluorene-2-yl)-6-phenyl-1,3,5-triazine-2-yl)-11H,12H-indolo[2,3-a]carbazole C1(=CC=CC=C1)N1C2=CC=CC=C2C2=CC=C3C(=C12)N(C=1C=CC=CC13)C1=NC(=NC(=N1)C1=CC=3C(C2=CC=CC=C2C3C=C1)(C)C)C1=CC=CC=C1